S1C(=NC2=C1C=CC=C2)NC(=O)C=2C=CC=C1CCN(CC21)C2=CC=C(C(=N2)C(=O)OC(C)(C)C)C2=C(C=C(C=C2)OC[C@@H]2[C@H](C2)C2CCN(CC2)CC(=O)OCC)C tert-butyl 6-(8-(benzo[d]thiazol-2-ylcarbamoyl)-3,4-dihydroisoquinolin-2(1H)-yl)-3-(4-(((1S,2R)-2-(1-(2-ethoxy-2-oxoethyl)piperidin-4-yl)cyclopropyl)methoxy)-2-methylphenyl)picolinate